3-(2-(dimethyl-(phenyl)silyl)-1-phenylethyl)pyridine C[Si](CC(C1=CC=CC=C1)C=1C=NC=CC1)(C1=CC=CC=C1)C